CC1CC2C(NC(C2CC1)=O)=O 5-methylhexahydroisoindole-1,3-dione